8-fluoro-7-(8-fluoronaphthalen-1-yl)-2-((hexahydro-1H-pyrrolizin-7a-yl)methoxy)-N-(1-methyl-1H-indazol-6-yl)pyrido[4,3-d]pyrimidin-4-amine FC1=C(N=CC2=C1N=C(N=C2NC2=CC=C1C=NN(C1=C2)C)OCC21CCCN1CCC2)C2=CC=CC1=CC=CC(=C21)F